lithium bis(trifluoromethyl-sulfimide) salt FC(F)(F)S=N.FC(F)(F)S=N.[Li]